CC=1C=C(\C=N\NC2=NC(=C3N=C(NC3=N2)C2=CC=NC=C2)N2CCOCC2)C=CC1 (E)-4-(2-(2-(3-methylbenzylidene)hydrazinyl)-8-(pyridin-4-yl)-9H-purin-6-yl)morpholine